CS(=O)(=O)OC[C@H]1OCC1 (S)-oxetan-2-ylmethyl methylsulfonate